BrC=1C(=NN(C1)CC(CF)F)C 4-bromo-1-(2,3-difluoropropyl)-3-methyl-pyrazole